2-amino-6-borono-2-(3-((3-chlorobenzyl)(methyl)amino)propyl)hexanoic acid NC(C(=O)O)(CCCCB(O)O)CCCN(C)CC1=CC(=CC=C1)Cl